ClC1=C(C=C(C=C1)F)[C@H]1C=2N(CC(N1)=O)C(=NC2NC(=O)C2=NSC1=C2C=CC=C1)C(NCCN1CCC(CC1)(F)F)=O (S)-N-(8-(2-chloro-5-fluorophenyl)-3-((2-(4,4-difluoropiperidin-1-yl)ethyl)carbamoyl)-6-oxo-5,6,7,8-tetrahydroimidazo[1,5-a]pyrazin-1-yl)benzo[d]isothiazole-3-carboxamide